C(C)(C)(C)OC(=O)N1N=C(C2=CC=C(C(=C12)Cl)SC1=NC=C(N=C1)N1CCC2([C@@H]([C@@H](OC2)C)NC(=O)OC(C)(C)C)CC1)C(=O)O 1-(tert-Butoxycarbonyl)-6-((5-((3S,4S)-4-((tert-Butoxycarbonyl)amino)-3-methyl-2-oxa-8-azaspiro[4.5]decan-8-yl)pyrazin-2-yl)thio)-7-chloro-1H-indazole-3-carboxylic acid